C(C)OC(=O)C1(CC2(C1)CC(C2)(F)F)NC(=O)C=2C(=NN(C2)C)C(F)F 2-(3-(difluoromethyl)-1-methyl-1H-pyrazole-4-carboxamido)-6,6-difluorospiro[3.3]Heptane-2-carboxylic acid ethyl ester